CC(C)OC([C@@H](CN1N=CC(=C1)C#N)O)=O (2R)-3-(4-cyano-1H-pyrazol-1-yl)-2-hydroxypropionic acid propan-2-yl ester